2-((allyloxy)methyl)-3-bromo-6-(trifluoromethyl)pyridine C(C=C)OCC1=NC(=CC=C1Br)C(F)(F)F